1-(2-(tert-butyl)phenyl)-2,2,4-trimethyl-4-phenyl-3,4-dihydro-2H-pyrrol-1-ium tetrafluoroborate F[B-](F)(F)F.C(C)(C)(C)C1=C(C=CC=C1)[N+]=1C(CC(C1)(C1=CC=CC=C1)C)(C)C